C(C1=CC=CC=C1)N1CCCN(CCCN(CCC1)CC1=C(C(=CC(=C1)C)CN)O)CC1=C(C(=CC(=C1)C)CN)O 2'-[(9-benzyl-1,5,9-triazacyclododecane-1,5-diyl)bis(methylene)]bis[6-(aminomethyl)-4-methylphenol]